BrC(CO)=CBr 2,3-dibromo-2-propenol